3-(4-Cyclobutoxybenzyl)-1-((1-cyclopropylpyrrolidin-3-yl)methyl)-1-(4-fluorobenzyl)urea C1(CCC1)OC1=CC=C(CNC(N(CC2=CC=C(C=C2)F)CC2CN(CC2)C2CC2)=O)C=C1